CC1=C(N=CS1)C=O (5-methyl-1,3-thiazol-4-yl)methanone